[Li].C[C@](C(=O)OCCCCCCCCC(CCCCC)C)(CC1=CC=C(C=C1)NC([C@H](C1CCC(CC1)(F)F)NC(=O)OCC1C2=CC=CC=C2C=2C=CC=CC12)=O)NC(=O)OC(C)(C)C 9-methyl-tetradecanol methyl-(R)-3-(4-((S)-2-((((9H-fluoren-9-yl)methoxy)carbonyl)amino)-2-(4,4-difluorocyclohexyl)acetamido)phenyl)-2-((tert-butoxycarbonyl)amino)propanoate lithium